3-(2-aminoethoxy)propionamide NCCOCCC(=O)N